C(C)(CC)NC1=C2C=CN=CC2=C2C(=C1)C=C(C=C2)C(=O)O 5-(sec-butylamino)benzo[h]isoquinoline-8-carboxylic acid